[2,3'-bipyridin]-6'-ylmethanamine N1=C(C=CC=C1)C=1C=NC(=CC1)CN